N(=[N+]=[N-])C=1C=C(C(=NC1)NCC(F)(F)F)F 5-azido-3-fluoro-N-(2,2,2-trifluoroethyl)pyridin-2-amine